N-{4-[(3-chloro-1H-pyrrolo[2,3-b]pyridin-4-yl)oxy]-3,5-difluorophenyl}-5,7-diazaspiro[2.5]oct-5-en-6-amine ClC1=CNC2=NC=CC(=C21)OC2=C(C=C(C=C2F)NC2=NCC1(CC1)CN2)F